5-((4-fluoro-2-isopropylphenyl)amino)-2-(trifluoromethyl)isonicotinic acid FC1=CC(=C(C=C1)NC1=CN=C(C=C1C(=O)O)C(F)(F)F)C(C)C